[4-(2-Cyclohexylethyl)piperazin-1-yl]-(3,4-di-methoxyphenyl)methanon C1(CCCCC1)CCN1CCN(CC1)C(=O)C1=CC(=C(C=C1)OC)OC